mono-α-ketoglutarate O=C(C(=O)[O-])CCC(=O)[O-]